(R)-N-(3-(1-((2-Amino-5-chloropyridin-3-yl)oxy)ethyl)phenyl)-3-cyclobutylbenzamid NC1=NC=C(C=C1O[C@H](C)C=1C=C(C=CC1)NC(C1=CC(=CC=C1)C1CCC1)=O)Cl